(4-amino-7-(1-methyl-6-oxo-1,6-dihydropyridin-3-yl)-2-((6-methylpyridin-2-yl)methyl)-2H-[1,2,3]triazolo[4,5-c]pyridin-6-yl)benzonitrile NC1=NC(=C(C=2C1=NN(N2)CC2=NC(=CC=C2)C)C2=CN(C(C=C2)=O)C)C2=C(C#N)C=CC=C2